2-bromo-5-isopropylpyridine BrC1=NC=C(C=C1)C(C)C